Methyl 4-[3-(3,3-dimethyl-2-oxo-pyrrolidin-1-yl)-4-nitro-pyrazol-1-yl]benzoate CC1(C(N(CC1)C1=NN(C=C1[N+](=O)[O-])C1=CC=C(C(=O)OC)C=C1)=O)C